OC1=NC(=C(C(=N1)CC1(CCCC2=CC=CC=C12)C(=O)OC)[N+](=O)[O-])O methyl 1-((2,6-dihydroxy-5-nitropyrimidin-4-yl)methyl)-1,2,3,4-tetrahydronaphthalene-1-carboxylate